Fluoro-N-isopropyl-2-((4-(7-(((2S,5R)-5-(morpholine-4-sulfonamido)tetrahydro-2H-pyran-2-yl)methyl)-2,7-diazaspiro[3.5]nonan-2-yl)pyrimidin-5-yl)oxy)-N-(2,2,2-trifluoroethyl)benzamide FC=1C(=C(C(=O)N(CC(F)(F)F)C(C)C)C=CC1)OC=1C(=NC=NC1)N1CC2(C1)CCN(CC2)C[C@H]2OC[C@@H](CC2)NS(=O)(=O)N2CCOCC2